ClC1=C(C=CC=2N1C=NC2)F 5-chloro-6-fluoroimidazo[1,5-a]pyridine